C1(CC1)C=1C=C2C(=C(N1)C(C)=O)NN=C2C2=CC(=CC=C2)C2(COC2)CC2=NN=CN2C 1-[5-cyclopropyl-3-(3-{3-[(4-methyl-4H-1,2,4-triazol-3-yl)methyl]oxetan-3-yl}phenyl)-1H-pyrazolo[3,4-c]pyridin-7-yl]ethan-1-one